racemic-4-(2-fluoro-3-(4,4,5,5-tetramethyl-1,3,2-dioxaborolan-2-yl)phenyl)-1-(1-(4-fluorophenyl)ethyl)-1H-pyrazole FC1=C(C=CC=C1B1OC(C(O1)(C)C)(C)C)C=1C=NN(C1)[C@H](C)C1=CC=C(C=C1)F |r|